ClC1=NC=CC(=N1)N1C(C(CCC1)(F)F)=O 1-(2-chloropyrimidin-4-yl)-3,3-difluoro-piperidin-2-one